7-Amino-2-oxa-5-azaspiro[3.5]nonan-6-one NC1C(NC2(COC2)CC1)=O